3,5-dibromo-1-ethyl-1H-1,2,4-triazole BrC1=NN(C(=N1)Br)CC